ClC1=CC(=NC=C1)C1=COCC1 4-chloro-2-(4,5-dihydrofuran-3-yl)pyridine